dicyclohexyl-(4-pentafluoroethoxyphenyl)phosphine C1(CCCCC1)P(C1=CC=C(C=C1)OC(C(F)(F)F)(F)F)C1CCCCC1